5-(cyclopropylamino)-N-(3-(1-methyl-1H-1,2,4-triazol-3-yl)phenyl)pyrazolo[1,5-a]pyrimidine-3-carboxamide C1(CC1)NC1=NC=2N(C=C1)N=CC2C(=O)NC2=CC(=CC=C2)C2=NN(C=N2)C